BrC1=CC=C(C(=N1)C(F)F)OC[C@](CC(=C)C)(N)C (S)-1-((6-bromo-2-(difluoromethyl)pyridin-3-yl)oxy)-2,4-dimethylpent-4-en-2-amine